BrC1=C(C=C(C(=C1C)C)F)C 2-bromo-5-fluoro-1,3,4-trimethylbenzene